piperidino-cyclonon-8-en-4-one N1(CCCCC1)C1CCC(CCCC=C1)=O